(R)-3-amino-4-(2-naphthyl)-butyric acid N[C@@H](CC(=O)O)CC1=CC2=CC=CC=C2C=C1